(2-((tert-butoxycarbonyl)amino)ethoxy)acetate C(C)(C)(C)OC(=O)NCCOCC(=O)[O-]